N[C@H](C)C=1C=C(C=C2C(N(C(=NC12)C1=NC=CC=C1)C)=O)C (R)-8-(1-aminoethyl)-3,6-dimethyl-2-(pyridin-2-yl)quinazolin-4(3H)-one